N,O-dimethyl-hydroxylamine, hydrochloride Cl.CNOC